ClC=1C(=CC=C2C(C=C(OC12)C1=C(OCCC(=O)O)C=C(C=C1)C(F)(F)F)=O)F 3-[2-(8-chloro-7-fluoro-4-oxo-chromen-2-yl)-5-(trifluoromethyl)phenoxy]propanoic acid